tert-butyl (CIS)-3-[(dimethylsulfamoyl)[(4-methoxyphenyl)methyl] amino]-2-(hydroxymethyl)pyrrolidine-1-carboxylate CN(S(=O)(=O)N([C@@H]1[C@@H](N(CC1)C(=O)OC(C)(C)C)CO)CC1=CC=C(C=C1)OC)C